C(=O)O.N[C@@H]1C[C@H](C1)N1CCCC2=CC(=CC(=C12)C1=C2C(=NC=C1)C=C(S2)CN2C(CCC2=O)=O)Cl trans-1-((7-(1-(3-aminocyclobutyl)-6-chloro-1,2,3,4-tetrahydroquinolin-8-yl)thieno[3,2-b]pyridin-2-yl)methyl)pyrrolidine-2,5-dione, formic acid salt